Yttrium-Lutetium Orthosilicate [Si]([O-])([O-])([O-])[O-].[Lu+3].[Y+3]